methyl 3-(2-chloro-5-fluoro-pyrimidin-4-yl)benzoate ClC1=NC=C(C(=N1)C=1C=C(C(=O)OC)C=CC1)F